CC(C(=O)C1=CC=CC=C1)(CC1OC(OC1)CCC1=CC=CC=C1)C 2,2-dimethyl-3-(2-phenethyl-1,3-dioxolan-4-yl)-1-phenylpropan-1-one